2-toluenesulfonylhydrazine C(C1=CC=CC=C1)S(=O)(=O)NN